C(C)(C)(C)OC(N[C@@H]1CN(CCC1)CC1=CC=C(C=C1)[N+](=O)[O-])=O (S)-(1-(4-nitrobenzyl)piperidin-3-yl)carbamic acid tert-butyl ester